6-hydroxy-4-[(5-methylisoxazol-3-yl)methyl]-5-oxo-4,5-dihydrothieno[3,2-b]pyridine-7-carboxylic acid OC1=C(C2=C(N(C1=O)CC1=NOC(=C1)C)C=CS2)C(=O)O